(1-benzo[c]carbazol-7-yldibenzofuran-4-yl)boronic acid C1=CC=CC=2C=CC=3N(C=4C=CC=CC4C3C21)C2=CC=C(C=1OC3=C(C12)C=CC=C3)B(O)O